FC(OC1=CC=C(C=C1)S(=O)(=O)NC1(CC1)C1N(CCC1)C(=O)OC(C)(C)C)(F)F tert-butyl 2-(1-((4-(trifluoromethoxy)phenyl)sulfonamido)cyclopropyl)pyrrolidine-1-carboxylate